C1(CCC1)C=1C=CC=2C(C3=CC=CC=C3OC2C1)NC(=O)C=1C(NC(=CC1)C(F)(F)F)=O N-(3-cyclobutyl-9H-xanthen-9-yl)-2-oxo-6-(trifluoromethyl)-1,2-dihydropyridine-3-carboxamide